The molecule is an L-lysine derivative that is L-lysine bearing a (2R)-4-amino-2-hydroxybutyl substituent at position N(6). It is a L-lysine derivative and a non-proteinogenic L-alpha-amino acid. It is a conjugate acid of a hypusinate. C(CCNC[C@@H](CCN)O)C[C@@H](C(=O)O)N